2-(4-bromophenoxy)-2-methylpropane-1,3-diol BrC1=CC=C(OC(CO)(CO)C)C=C1